CN1C(=NC=2C(=NC(=CC21)C2CCN(CC2)C2CCN(CC2)CC(C)(O)C)C)C2=CC=C(C=C2)S(=O)(=O)C 1-(4-(1,4-dimethyl-2-(4-(methylsulfonyl)phenyl)-1H-imidazo[4,5-c]pyridin-6-yl)-[1,4'-bipiperidin]-1'-yl)-2-methylpropan-2-ol